C(C)(C)C1C(CC(CC1)C)NO N-(2-isopropyl-5-methylcyclohexyl)hydroxylamine